1-diethylamino-3-(dimethylsiloxy)-1,1,3,5,5-pentamethyltrisiloxane C(C)N([Si](O[Si](O[SiH](C)C)(C)O[SiH](C)C)(C)C)CC